C(CC)S(=O)(=O)[O-].C[NH+](C)CCCCCCCCCCCCCCCCCC (N,N-dimethyl-octadecyl-ammonium) propanesulfonate